N-(1-(6,7-difluoro-4-oxo-3,4-dihydrophthalazin-1-yl)ethyl)-2-fluoro-N-methyl-4-((2-(trimethylsilyl)ethoxy)methyl)-4H-thieno[3,2-b]pyrrole-5-carboxamide FC=1C=C2C(NN=C(C2=CC1F)C(C)N(C(=O)C1=CC2=C(N1COCC[Si](C)(C)C)C=C(S2)F)C)=O